p-toluylsilane C1(=CC=C(C=C1)[SiH3])C